2-benzoyl-3-hydroxy-3-phenyl-2,3-dihydro-1H-benzisoindol-1-one C(C1=CC=CC=C1)(=O)N1C(C2=C3C(=CC=C2C1(C1=CC=CC=C1)O)C=CC=C3)=O